C1C(CC2=CC=CC=C12)NC1=NC=C(C=N1)C=1N(C=C(N1)CC(=O)O)CC 2-(2-{2-[(2,3-dihydro-1H-inden-2-yl)amino]pyrimidin-5-yl}-1-ethyl-1H-imidazol-4-yl)acetic acid